C(C1=CC=CC=C1)N1C(N(C(C1=O)=O)CC1=CC=CC=C1)=S 1,3-dibenzyl-2-thioxoimidazolidine-4,5-dione